(6S)-6-({2-[1-(propan-2-yl)-1H-pyrazol-4-yl]-7-(trifluoromethyl)[1,2,4]triazolo[1,5-c]quinazolin-5-yl}amino)-1,4-diazepin-5-one CC(C)N1N=CC(=C1)C1=NN2C(=NC=3C(=CC=CC3C2=N1)C(F)(F)F)NC=1C(N=CC=NC1)=O